(Z)-5-(benzo[b]thiophen-3-ylmethylene)-3-ethyl-2-thioxoimidazolidin-4-one S1C2=C(C(=C1)\C=C/1\C(N(C(N1)=S)CC)=O)C=CC=C2